(1R,9R)-6-(2-fluoro-5-hydroxyphenyl)-10,10-dimethyl-4-(2-(2-propenoyl)-2,6-diazaspiro[3.4]octan-6-yl)-3-azatricyclo[7.1.1.02,7]undeca-2,4,6-triene-5-carbonitrile FC1=C(C=C(C=C1)O)C=1C(=C(N=C2[C@H]3C([C@@H](CC12)C3)(C)C)N3CC1(CN(C1)C(C=C)=O)CC3)C#N